CCCCCCCC(=O)NCC1=CC(=C(C=C1)OC)OC n-(3,4-dimethoxybenzyl)octanamide